tert-butyl (3R)-3-[4-{2-[(5-fluoropyridin-2-yl)amino]-2-oxoethyl}-5,8-dioxo-6-(propan-2-yl)-5,6,7,8-tetrahydro-4H-pyrazolo[1,5-a]pyrrolo[3,4-d]pyrimidin-2-yl]pyrrolidine-1-carboxylate FC=1C=CC(=NC1)NC(CN1C=2N(C(C3=C1C(N(C3)C(C)C)=O)=O)N=C(C2)[C@H]2CN(CC2)C(=O)OC(C)(C)C)=O